noneneoxybenzene sodium [Na].C(=CCCCCCCC)OC1=CC=CC=C1